2-(((1-(1-(1-(4-amino-2-fluorophenyl)piperidin-4-yl)azetidin-3-yl)piperidin-4-yl)thio)methyl)-5-fluoro-7-((tetrahydro-2H-pyran-4-yl)methoxy)quinazolin-4(3H)-one NC1=CC(=C(C=C1)N1CCC(CC1)N1CC(C1)N1CCC(CC1)SCC1=NC2=CC(=CC(=C2C(N1)=O)F)OCC1CCOCC1)F